ClC=1C=C(C=CC1)C1=CC=C(C=C1)C1=NC(=NC(=N1)C1=CC=CC=C1)C1=CC=CC=C1 2-(3'-Chloro-[1,1'-biphenyl]-4-yl)-4,6-diphenyl-1,3,5-triazine